(S)-2-(methoxybenzyl)pyrrolidineacrylic acid monophosphate P(=O)(O)(O)O.COC(C1=CC=CC=C1)[C@H]1N(CCC1)C=CC(=O)O